C1(CC1)N1N=CC(=C1)C1N(C(=CC=N1)C1=CC=C(C=C1)OC(F)(F)F)[C@H](CO)C 2-(1-Cyclopropyl-1H-pyrazol-4-yl)-N-[(2S)-1-hydroxypropan-2-yl]-6-[4-(trifluoromethoxy)phenyl]pyrimidin